NC1=C(N=C2N1C=CC=C2C2=C(C=CC=C2OC)F)C(=O)NCCC2=CC=CC=C2 3-Amino-8-(2-fluoro-6-methoxyphenyl)-N-phenethylimidazo[1,2-a]pyridine-2-carboxamide